C(C(=C)C)(=O)OCCOC(C(C)(C)Br)=O 2-((2-bromo-2-methylpropanoyl)oxy)ethyl methacrylate